ethyl N-[6-(5-amino-2-methyl-anilino)imidazo[1,2-b]pyridazin-2-yl]carbamate NC=1C=CC(=C(NC=2C=CC=3N(N2)C=C(N3)NC(OCC)=O)C1)C